{2-chloro-6-[(3R)-3-methylmorpholin-4-yl]pyridin-4-yl}-2-methylpropanenitrile (R)-(4-(2-acetyl-4-fluorophenyl)morpholin-2-yl)methanesulfonate C(C)(=O)C1=C(C=CC(=C1)F)N1C[C@@H](OCC1)CS(=O)(=O)O.ClC1=NC(=CC(=C1)C(C#N)(C)C)N1[C@@H](COCC1)C